C(#N)C1=CC=C(C=C1)C1=NC=CC(=N1)C1=NC(=NO1)C1N(CCC1)C#N 2-(5-(2-(4-Cyanophenyl)pyrimidin-4-yl)-1,2,4-oxadiazol-3-yl)pyrrolidine-1-carbonitrile